C(C)(C)(C)OC(=O)N1CC(CC1)C1=C2N=CC=NC2=C(C=C1)C(NC=1C=C(C=2N(C1)C=C(N2)C)F)=O 3-[8-({8-fluoro-2-methylimidazo[1,2-a]pyridin-6-yl}carbamoyl)quinoxalin-5-yl]pyrrolidine-1-carboxylic acid tert-butyl ester